Phenanthroline phosphorus [P].N1=CC=CC2=CC=C3C=CC=NC3=C12